C(C1=CC=CC=C1)[C@@H]1NC[C@@H]2N([C@H](C(N(CC2)CCC(C)C)=O)CC2=CC=CC=C2)C1=O (3S,6S,10aR)-3,6-dibenzyl-8-isopentylhexahydropyrazino[1,2-d][1,4]diazepine-4,7(1H,6H)-dione